2-[1-[2-[4-(cyclopropanecarbonylamino)-2-(3,5-dimethylisoxazol-4-yl)phenoxy]ethyl]-4-piperidyl]acetic acid C1(CC1)C(=O)NC1=CC(=C(OCCN2CCC(CC2)CC(=O)O)C=C1)C=1C(=NOC1C)C